methyl 3-(9-((4-(((tert-butoxycarbonyl)amino)methyl)-2-methylphenyl)carbamoyl)-4,5-dihydrobenzo[b]thieno[2,3-d]oxepin-8-yl)-6-((1-methylcycloheptyl)carbamoyl)picolinate C(C)(C)(C)OC(=O)NCC1=CC(=C(C=C1)NC(=O)C1=CC2=C(OCCC3=C2SC=C3)C=C1C=1C(=NC(=CC1)C(NC1(CCCCCC1)C)=O)C(=O)OC)C